FC(OC1=CC=C(C=C1)C1=CC(=CC=2CCOC21)NC(C)=O)(F)F N-(7-(4-(Trifluoromethoxy)phenyl)-2,3-dihydrobenzofuran-5-yl)acetamide